3-(dimethylamino)-1-(2-thienyl)-2-propen-1-one CN(C=CC(=O)C=1SC=CC1)C